(S)-N-(1-(3-chlorophenyl)-2-hydroxyethyl)-1-(5-methyl-2-((tetrahydro-2H-pyran-4-yl)amino)pyrimidin-4-yl)1H-imidazole-4-amide methyl-3-(hydroxymethyl)-2,5-dimethoxybenzoate COC(C1=C(C(=CC(=C1)OC)CO)OC)=O.ClC=1C=C(C=CC1)[C@@H](CO)NC(=O)C=1N=CN(C1)C1=NC(=NC=C1C)NC1CCOCC1